FC(C=1C=CC=2N(N1)C(=CN2)C2=CC(=NC=N2)N2CC(CCC2)CC#N)(F)F 2-(1-(6-(6-(Trifluoromethyl)imidazo[1,2-b]pyridazin-3-yl)pyrimidin-4-yl)piperidin-3-yl)acetonitrile